NC/C(/CN1N=CN(C1=O)C1=NC=C(C(=C1)C)C1=CC2=C(OCO2)C=C1)=C\F 2-[(2E)-2-(aminomethyl)-3-fluoroprop-2-en-1-yl]-4-[5-(1,3-benzodioxol-5-yl)-4-methylpyridin-2-yl]-2,4-dihydro-3H-1,2,4-triazol-3-one